(E)-4-((2-(4-((1S,3R)-6-(1-ethyl-1H-pyrazol-4-yl)-2-(2-fluoro-2-methylpropyl)-3-methyl-1,2,3,4-tetrahydroisoquinolin-1-yl)-3,5-difluorophenoxy)ethyl)amino)-N,N-dimethylbut-2-enamide C(C)N1N=CC(=C1)C=1C=C2C[C@H](N([C@@H](C2=CC1)C1=C(C=C(OCCNC/C=C/C(=O)N(C)C)C=C1F)F)CC(C)(C)F)C